2-(4-(6-((4-cyano-2-fluorobenzyl)oxy)pyridin-2-yl)-2-fluorobenzyl)-4-fluoro-1-((oxetan-2-yl)methyl)-3-oxo-2,3-dihydro-1H-indazole-6-carboxylic acid C(#N)C1=CC(=C(COC2=CC=CC(=N2)C2=CC(=C(CN3N(C4=CC(=CC(=C4C3=O)F)C(=O)O)CC3OCC3)C=C2)F)C=C1)F